1,3-dioxan-5-yl (4-nitrophenyl) carbonate C(OC1COCOC1)(OC1=CC=C(C=C1)[N+](=O)[O-])=O